1-hydroxy-1,3-dihydrobenzo[c][1,2]oxaborol OB1OCC2=C1C=CC=C2